C(CS)(=O)OCC(COC(CS)=O)(COC(CS)=O)COC(CS)=O pentaerythritol Tetrakisthioglycolate